CC1(N(CCC[C@H]1NC1=NC(=NC(=C1N)C)NCC1=CC=CC=C1)C(=O)O)CCC.ClC1=CC(=NC=C1C(=O)NOCC)Cl 4,6-dichloro-N-ethoxyNicotinamide 2-Methyl-2-propanyl-(3R)-3-{[5-amino-2-(benzylamino)-6-methyl-4-pyrimidinyl]amino}-1-piperidinecarboxylate